NC1=CC=C(C=C1)S(=O)(=O)N([C@H](CC(C)C)C(=O)OC)CC=1C=NC=CC1 methyl N-((4-aminophenyl)sulfonyl)-N-(pyridin-3-ylmethyl)-D-leucinate